ClC(C1=NC(=NO1)C1=CC=2N(C=C1)C(=C(N2)C)N=S(=O)(C)CC2=CC=C(C=C2)OC)(F)F ((7-(5-(chlorodifluoromethyl)-1,2,4-oxadiazol-3-yl)-2-methylimidazo[1,2-a]pyridin-3-yl)imino)(4-methoxybenzyl)(methyl)-λ6-sulfanone